5-[2-(3-bromo-5-chloro-2-fluoro-phenoxy)ethyl]-1H-pyrazole BrC=1C(=C(OCCC2=CC=NN2)C=C(C1)Cl)F